BrC1=CC=CC=2N(C(OC21)=O)C(C2=CC=CC=C2)(C2=CC=CC=C2)C2=CC=CC=C2 7-Bromo-3-trityl-benzoxazol-2-one